ClC1=CC=C(OC2=C(C=C(C=C2F)S(=O)(=O)N2C3(CN(CC2CC3)C(CN3CCCCC3)=O)C(=O)NO)F)C=C1 8-((4-(4-chloro-phenoxy)-3,5-difluoro-phenyl)-sulfonyl)-N-hydroxy-3-(2-(piperidin-1-yl)acetyl)-3,8-diazabicyclo-[3.2.1]octane-1-carboxamide